2-(1-(2-cyclopentyl-4-methyl-6-benzhydrylphenylimino)ethyl)-8-(2-cyclopentyl-4-methyl-6-benzhydrylphenylimino)-5,6,7-trihydroquinolinecarboxylic acid chloride C1(CCCC1)C1=C(C(=CC(=C1)C)C(C1=CC=CC=C1)C1=CC=CC=C1)N=C(C)C1(NC=2C(CCCC2C=C1)=NC1=C(C=C(C=C1C(C1=CC=CC=C1)C1=CC=CC=C1)C)C1CCCC1)C(=O)Cl